(cis-2-benzyl-5-fluorohexahydrocyclopenta[c]pyrrol-3a(1H)-yl)methanol C(C1=CC=CC=C1)N1CC2C(C1)(CC(C2)F)CO